ClC=1C(=NC=CC1)NC(=O)NC(C1=C(C=C(C=C1)C(C)(F)F)F)=O N-((3-chloropyridin-2-yl)carbamoyl)-4-(1,1-difluoroethyl)-2-fluorobenzamide